CS(=O)(=O)CC1CCN(CC1)C(=O)OC(C)(C)C tert-Butyl 4-(methanesulfonylmethyl)piperidine-1-carboxylate